C(C1=CC=CC=C1)OC1=NC(=CC=C1C1=NN(C2=CC(=CC=C12)C=1CCN(CC1)CC1CCN(CC1)C(=O)OC(C)(C)C)C)OCC1=CC=CC=C1 tert-butyl 4-((4-(3-(2,6-bis(benzyloxy)pyridin-3-yl)-1-methyl-1H-indazol-6-yl)-3,6-dihydropyridin-1(2H)-yl)methyl)piperidine-1-carboxylate